6-(3-amino-6-(3-((dimethylamino)methyl)-4-(tetrahydro-2H-pyran-4-yl)phenyl)-5-fluoropyrazin-2-yl)-7-fluoro-4-methylisoquinolin-1(2H)-one NC=1C(=NC(=C(N1)F)C1=CC(=C(C=C1)C1CCOCC1)CN(C)C)C=1C=C2C(=CNC(C2=CC1F)=O)C